Imidazo[1,2-a]pyridine-8-carbonitrile N=1C=CN2C1C(=CC=C2)C#N